C(=O)(O)CCC(C)SSC(C)CCC(=O)O (4-carboxybutan-2-yl) disulfide